[1-(5-bromopyridine-3-carbonyl)piperidin-4-yl]diphenylmethanol BrC=1C=C(C=NC1)C(=O)N1CCC(CC1)C(O)(C1=CC=CC=C1)C1=CC=CC=C1